FC=1C=C(NC(C)C2=CC(=CN3C2=NC(=CC3=O)N3CCOCC3)C(=O)O)C=C(C1)F 9-[1-(3,5-difluoroanilino)ethyl]-2-morpholino-4-oxo-pyrido[1,2-a]pyrimidine-7-carboxylic acid